FC=1C(=CC2=C([C@H](COC2)N2C[C@H](NCC2)C2=C(C=CC=C2)OC(C)C)C1)F (3R)-1-[(4R)-6,7-difluoro-3,4-dihydro-1H-2-benzopyran-4-yl]-3-(2-isopropoxyphenyl)piperazine